N1=NC(=NN=C1C1=CC=C(C(=O)O)C=C1)C1=CC=C(C(=O)O)C=C1 4,4'-(1,2,4,5-tetrazin-3,6-diyl)dibenzoic acid